OC1=C(C=C(C=C1C(C1=CC=CC=C1)(C)C)C(C1=CC=CC=C1)(C)C)N1N=C2C(=N1)C=CC=C2 2-(2-hydroxy-3,5-bis(α,α-dimethylbenzyl)phenyl)-2H-benzotriazole